2-(5-fluoropyridin-2-yl)-3-(pyrazolo[1,5-a]pyridin-5-yl)-6,7-dihydro-5H-pyrazolo[5,1-b][1,3]oxazine FC=1C=CC(=NC1)C1=NN2C(OCCC2)=C1C1=CC=2N(C=C1)N=CC2